(R)-N-(1-(azetidin-1-ylmethyl)cyclopropyl)-2-(2-chlorophenyl)propanamide N1(CCC1)CC1(CC1)NC([C@H](C)C1=C(C=CC=C1)Cl)=O